O=C1N(N=C(C=C1C(=O)NC[C@H](C(F)(F)F)O)C1=CC=C(C=C1)C(F)(F)F)C=1C=NC=CC1 |r| 3-Oxo-2-(pyridin-3-yl)-N-[(2RS)-3,3,3-trifluoro-2-hydroxypropyl]-6-[4-(trifluoromethyl)phenyl]-2,3-dihydropyridazine-4-carboxamide